ClC1=CC=C(C=C1)C(C)NC(CN1C(N(C2=C(C1=O)C=CC(=N2)C(F)(F)F)C)=O)=O N-[1-(4-Chlorophenyl)ethyl]-1,4-dihydro-1-methyl-2,4-dioxo-7-(trifluoromethyl)pyrido[2,3-d]pyrimidine-3(2H)-acetamide